[5-(2,4-difluorophenyl)-1,3,4-thiadiazol-2-yl]-[(4S,7R)-4,7-dimethyl-4-(1-methylpyrazol-4-yl)-5,7-dihydrothieno[2,3-c]pyridin-6-yl]methanone FC1=C(C=CC(=C1)F)C1=NN=C(S1)C(=O)N1[C@@H](C2=C([C@@](C1)(C=1C=NN(C1)C)C)C=CS2)C